NC1=NC=CC(=C1Cl)S(=O)(=O)C1=C(N=C(C=2N1C=CN2)N2CCC1([C@@H]([C@@H](OC1)C)N)CC2)C (3S,4S)-8-{5-[(2-amino-3-chloropyridin-4-yl)sulfonyl]-6-methylimidazo[1,2-a]pyrazin-8-yl}-3-methyl-2-oxa-8-azaspiro[4.5]decan-4-amine